cyclopropyl-((2-oxopyrrolidin-3-yl)methyl)carbamic acid tert-butyl ester C(C)(C)(C)OC(N(CC1C(NCC1)=O)C1CC1)=O